(E)-2-fluorobenzonitrile benzenesulfonate C1(=CC=CC=C1)S(=O)(=O)O.FC1=C(C#N)C=CC=C1